ClCC1=CC(=NC=C1)C=1C(=C2CN(C(C2=CC1)=O)C1C(NC(CC1)=O)=O)F 3-(5-(4-(chloromethyl)pyridin-2-yl)-4-fluoro-1-oxo-isoindolin-2-yl)piperidine-2,6-dione